(R)-2-Methyl-N-((R)-pentan-2-yl)propane-2-sulfinamide CC(C)(C)[S@@](=O)N[C@H](C)CCC